CC1=C(C(=C([C-]1C)C)C)C.[C-]1(C(=C(C(=C1C)C)C)C)C.[Ru+2] Decamethylruthenocene